((2S,7aS)-2-(3-iodophenoxy)tetrahydro-1H-pyrrolizin-7a(5H)-yl)methanol IC=1C=C(O[C@H]2C[C@@]3(CCCN3C2)CO)C=CC1